3-cyclohexyl-6-(3,5-dimethoxybenzyl)-8-(morpholin-4-yl)-2,6-dihydroimidazo[1,2-c]pyrido[2,3-e]pyrimidin-5(3H)-one C1(CCCCC1)C1CN=C2N1C(N(C1=C2N=CC(=C1)N1CCOCC1)CC1=CC(=CC(=C1)OC)OC)=O